C[Si](CS(=O)(=O)O)(CCC)C 2,2-Dimethyl-2-silapentane-sulfonic acid